(S)-2-(benzyloxy)propanamide C(C1=CC=CC=C1)O[C@H](C(=O)N)C